(R)-3-(4-((7-Chloroquinazolin-4-yl)amino)pentyl)imidazolidine-2,4-dione ClC1=CC=C2C(=NC=NC2=C1)N[C@@H](CCCN1C(NCC1=O)=O)C